1,5-dihydroxyxanthone OC1=CC=CC=2OC3=C(C=CC=C3C(C12)=O)O